N-((5-(methylthio)pyrazolo[1,5-c]quinazolin-2-yl)methyl)-2-(trifluoromethoxy)benzamide methyl-4-cyclopentyl-2-hydroxy-benzoate COC(C1=C(C=C(C=C1)C1CCCC1)O)=O.CSC1=NC=2C=CC=CC2C=2N1N=C(C2)CNC(C2=C(C=CC=C2)OC(F)(F)F)=O